C1(CCC(N1C(C(=O)[O-])CCC1=CC=C(C=C1)N1C(C=CC1=O)=O)=O)=O succinimidyl-4-(p-maleimido phenyl)butyrate